4-(1-(4-amino-3,5-dibromophenyl)-1-methylethyl)-2,6-dibromobenzoic acid NC1=C(C=C(C=C1Br)C(C)(C)C1=CC(=C(C(=O)O)C(=C1)Br)Br)Br